C[C@H]1CCN(C2=C(C=CC=C12)C)S(=O)(=O)C1=C(C=C(C=C1)C=1C=NN(C1)C)C (4S)-4,8-dimethyl-1-[2-methyl-4-(1-methylpyrazol-4-yl)phenyl]sulfonyl-3,4-dihydro-2H-quinoline